C(C)(C)(C)OC(=O)N1N=C(C2=CC=CC=C12)F 3-fluoro-1H-indazole-1-carboxylic acid tert-butyl ester